CN1CCN(CC1)CC1=CC=C(S1)C1=NC(=NC(=N1)N1CCOCC1)C=1C=NC(=NC1)N 5-(4-(5-((4-methylpiperazin-1-yl)methyl)thiophen-2-yl)-6-morpholino-1,3,5-triazin-2-yl)pyrimidin-2-amine